Cl.S(=O)(=O)(OCCCCCCCCCCCC)O dodecyl sulfate, hydrochloride